N-(cyclopropyl-(2-(2,2-difluoroethoxy)-5-fluorophenyl)methyl)-3-iodo-N-methylpyrazolo[1,5-a]pyrimidin-5-amine C1(CC1)C(N(C1=NC=2N(C=C1)N=CC2I)C)C2=C(C=CC(=C2)F)OCC(F)F